C[Si](CCCCCCCCCCCCC)(C)C trimethyl-(tridecyl)silane